NN1C=NC(=C2N3C(N=C12)N(C(N3C)=O)CCN3CCN(CC3)C=3C=NC(=CC3)OC)C=3OC=CC3 5-Amino-8-(2-furyl)-3-[2-[4-(6-methoxy-3-pyridyl)piperazin-1-yl]ethyl]-1-methyl-[1,2,4]triazolo[5,1-f]purin-2-one